(R)-2-(((2R,3S,4R,5R)-5-(6-amino-2-chloro-9H-purin-9-yl)-3,4-dihydroxytetrahydrofuran-2-yl)methoxy)-3-phenyl-2-(1H-tetrazol-5-yl)propanoic acid NC1=C2N=CN(C2=NC(=N1)Cl)[C@H]1[C@@H]([C@@H]([C@H](O1)CO[C@](C(=O)O)(CC1=CC=CC=C1)C1=NN=NN1)O)O